1,2,3-Propanetricarboxylic acid C(C(CC(=O)O)C(=O)O)C(=O)O